NC1=NN(C=C1C=1C=C2CCNC(C2=CC1)=O)C=1C=C(C=NC1)NC(C=C)=O N-(5-(3-amino-4-(1-oxo-1,2,3,4-tetrahydroisoquinolin-6-yl)-1H-pyrazol-1-yl)pyridin-3-yl)acrylamide